N-{3-[5-(7-Aza-bicyclo[2.2.1]hept-7-yl)-4-cyano-2-(2-methylsulfanyl-pyrimidin-4-yl)-thiophen-3-yl]-2-fluoro-phenyl}-2,6-difluoro-benzenesulfonamide C12CCC(CC1)N2C2=C(C(=C(S2)C2=NC(=NC=C2)SC)C=2C(=C(C=CC2)NS(=O)(=O)C2=C(C=CC=C2F)F)F)C#N